(1,3-bis(2,4,6-trimethylphenyl)-4,5-dihydroimidazol-2-ylidene)-(2-isopropoxybenzylidene)ruthenium CC1=C(C(=CC(=C1)C)C)N1C(N(CC1)C1=C(C=C(C=C1C)C)C)=[Ru]=CC1=C(C=CC=C1)OC(C)C